[Si](C)(C)(C(C)(C)C)OC(CN1C(N(C2=CC=CC=C2C1=O)CC(C)C)=O)CN1CC2=CC=CC=C2CC1 3-{2-[(tert-Butyldimethylsilyl)oxy]-3-(1,2,3,4-tetrahydroisoquinolin-2-yl)propyl}-1-(2-methylpropyl)-1,2,3,4-tetrahydroquinazoline-2,4-dione